chromium(III) oxide hydrate O.[O-2].[Cr+3].[O-2].[O-2].[Cr+3]